CC=1C=C(C=CC1C)NC1N(C(=NC(=N1)N)N1CCOCC1)C1=CC(=CC=C1)CC N-(3,4-Dimethylphenyl)-N1-(3-ethylphenyl)-6-morpholin-4-yl-[1,3,5]triazine-2,4-diamine